(3S)-1-(3-{[(1H-indol-6-yl)methyl]amino}pyrido[2,3-b]pyrazin-6-yl)pyrrolidin-3-ol N1C=CC2=CC=C(C=C12)CNC1=CN=C2C(=N1)N=C(C=C2)N2C[C@H](CC2)O